ethyl (E)-3-(6-(cyclopropylcarbamoyl)-7-hydroxy-2-methyl-4-neopentyl-5-oxo-4,5-dihydropyrazolo[1,5-a]pyrimidin-3-yl)acrylate C1(CC1)NC(=O)C=1C(N(C=2N(C1O)N=C(C2/C=C/C(=O)OCC)C)CC(C)(C)C)=O